O1[C@H]2[C@H](NCC1)CN(C2)C(=O)OC(C)(C)C tert-butyl (4aR,7aR)-3,4,4a,5,7,7a-hexahydro-2H-pyrrolo[3,4-b][1,4]oxazine-6-carboxylate